1,3-diamino-1,3-bis(propan-2-yl)urea dihydrochloride Cl.Cl.NN(C(=O)N(C(C)C)N)C(C)C